2,3-dihydro-quinazolin-4(1H)-one N1CNC(C2=CC=CC=C12)=O